2-[(E)-2-(aminomethyl)-3-fluoro-allyl]-4-[[5-[2-(3,4-dihydro-2H-pyrido[3,2-b][1,4]oxazin-7-yl)ethynyl]-2-thienyl]methyl]-1,2,4-triazol-3-one NC/C(/CN1N=CN(C1=O)CC=1SC(=CC1)C#CC1=CC=2OCCNC2N=C1)=C\F